C(#N)C=1C=CC(=C2C3CCC(C12)C3)NC(C(C)(C)N3N=CC(=C3)C#CC3CN(C3)C=3C=C1C(N(C(C1=CC3)=O)C3C(NC(CC3)=O)=O)=O)=O N-(8-cyano-1,2,3,4-tetrahydro-1,4-methanonaphthalen-5-yl)-2-(4-((1-(2-(2,6-dioxopiperidin-3-yl)-1,3-dioxoisoindolin-5-yl)azetidin-3-yl)ethynyl)-1H-pyrazol-1-yl)-2-methylpropanamide